FC1=C(C=CC=C1OC)CN[C@H](C(=O)O)CCC(C)(C)C (2S)-2-{[(2-fluoro-3-methoxyphenyl)methyl]amino}-5,5-dimethylhexanoic acid